propionyl-phosphate C(CC)(=O)OP(=O)([O-])[O-]